C1(CC1)C1=NC=NC(=C1C1=NC=C2C(=N1)N(C(NC2)=S)CC2=CC=C(C=C2)C=2N(C=C(N2)C(F)(F)F)C)OC 7-(4-cyclopropyl-6-methoxypyrimidin-5-yl)-1-(4-(1-methyl-4-(trifluoromethyl)-1H-imidazol-2-yl)benzyl)-3,4-dihydropyrimido[4,5-d]pyrimidine-2(1H)-thione